COC1=CC=C(C=C1)CNC1=CC=CC(=N1)S(=O)(=O)NC(=O)C=1C(=NC=CC1)N1C(CC(C1)C)(C)C N-[[6-[(4-Methoxyphenyl)methylamino]-2-pyridyl]sulfonyl]-2-(2,2,4-trimethylpyrrolidin-1-yl)pyridin-3-carboxamid